N-decanoylglycine isopropyl ester C(C)(C)OC(CNC(CCCCCCCCC)=O)=O